C(#N)CC(=O)N1CCCCC1 1-(2-cyanoacetyl)piperidin